[N+](=O)([O-])C=1C=C(C=CC1)SC(CCCNS(=O)(=O)C1=CC=C(C=C1)C)CCCC N-(4-((3-nitrophenyl)thio)octyl)-4-methylbenzenesulfonamide